P(=O)(OOC)(OOC)OOC Trimethoxy phosphate